1-methyl-3-(15-(octadecylammonio)pentacosan-11-yl)-1H-imidazol-3-ium chloride [Cl-].CN1C=[N+](C=C1)C(CCCCCCCCCC)CCCC(CCCCCCCCCC)[NH2+]CCCCCCCCCCCCCCCCCC.[Cl-]